1-[dideutero-[2-(difluoromethoxy)pyridin-4-yl]methyl]-3-(4-fluoro-1-bicyclo[2.2.2]octanyl)urea [2H]C(NC(=O)NC12CCC(CC1)(CC2)F)(C2=CC(=NC=C2)OC(F)F)[2H]